1-(3-(4-(tert-butyl)phenyl)-1-ethoxyisoquinolin-6-yl)ethan-1-one tert-butyl-4-(7-benzyl-2-chloro-6,8-dihydro-5H-pyrido[3,4-d]pyrimidin-4-yl)piperazine-1-carboxylate C(C)(C)(C)OC(=O)N1CCN(CC1)C=1C2=C(N=C(N1)Cl)CN(CC2)CC2=CC=CC=C2.C(C)(C)(C)C2=CC=C(C=C2)C=2N=C(C1=CC=C(C=C1C2)C(C)=O)OCC